methyl 2-(4-((1-(2,6-bis(benzyloxy)pyridin-3-yl)-3-methyl-2-oxo-2,3-dihydro-1H-benzo[d]imidazol-5-yl)amino)-3-methylphenyl)acetate C(C1=CC=CC=C1)OC1=NC(=CC=C1N1C(N(C2=C1C=CC(=C2)NC2=C(C=C(C=C2)CC(=O)OC)C)C)=O)OCC2=CC=CC=C2